N-cyclopropyl-5-[5-(3,5-dichloro-4-fluorophenyl)-4,5-dihydro-5-(trifluoromethyl)-3-isoxazolyl]-8-isoquinoline-carboxamide C1(CC1)NC(=O)C=1C=CC(=C2C=CN=CC12)C1=NOC(C1)(C(F)(F)F)C1=CC(=C(C(=C1)Cl)F)Cl